BrC=1C=CC2=C(S(N=C(O2)C2=CC=CC=C2)(=O)=O)C1 7-bromo-3-phenylbenzo[e][1,4,3]oxathiazine-1,1-dioxide